3,5-dimethoxycarbonyl-aniline methyl-2-bromo-5-methoxy-1,3-benzothiazole-6-carboxylate COC(=O)C1=CC2=C(N=C(S2)Br)C=C1OC.COC(=O)C=1C=C(N)C=C(C1)C(=O)OC